FC1=C(C=CC=C1C(C)NC1=NC(=NC2=CC3=C(C=C12)N(C(C3(C)C)=O)C)C)C3(CC3)C(=O)O 1-(2-fluoro-3-(1-((2,6,8,8-tetramethyl-7-oxo-7,8-dihydro-6H-pyrrolo[2,3-g]quinazolin-4-yl)amino)ethyl)phenyl)cyclopropane-1-carboxylic acid